FC1=CC(=C(C=C1N(C)C)N)C(C)C 6-fluoro-4-isopropyl-N,N-dimethylbenzene-1,3-diamine